N-(3-chloro-4-(oxazol-5-yl)phenyl)-6-methoxychromane-3-carboxamide ClC=1C=C(C=CC1C1=CN=CO1)NC(=O)C1COC2=CC=C(C=C2C1)OC